C(#N)C=1C=CC2=CN(N=C2C1OC1CN(C1)CC(=O)O)CC1=C2C=CNC2=C(C=C1C)C 2-(3-((6-cyano-2-((5,7-dimethyl-1H-indol-4-yl)methyl)-2H-indazol-7-yl)oxy)-azetidin-1-yl)acetic acid